ClC=1C=C(C=C(C1)C=1C2=CC=CC=C2C=2C=CC=CC2C1)C1=NC(=NC(=C1)C1=CC=CC=C1)C1=CC=CC=C1 4-(3-chloro-5-(phenanthren-9-yl)phenyl)-2,6-diphenylpyrimidine